O=C1N(CC2=CC=C(C=C12)S(=O)(=O)C=C)C1C(NC(CC1)=O)=O 3-(1-oxo-6-(vinylsulfonyl)isoindolin-2-yl)piperidine-2,6-dione